N-((4-(1-methylpiperidin-4-yl)phenyl)(phenyl)methyl)-2-oxo-6-(trifluoromethyl)-1,2-dihydropyridine-3-carboxamide CN1CCC(CC1)C1=CC=C(C=C1)C(NC(=O)C=1C(NC(=CC1)C(F)(F)F)=O)C1=CC=CC=C1